2,2'-(Ethylenedithio)diethanethiol C(CSCCS)SCCS